2,4-bis(mercaptomethyl)-1,3,5-triazine-2,4-dithiol SCC1(NC=NC(N1)(S)CS)S